C[C@@]1(O)[C@H](O)[C@@H](O)[C@H](O)[C@H](O1)CO methyl-alpha-glucose